6-Methyl-5-oxo-4,5-dihydropyrrolo[1,2-a]thieno[3,2-e]pyrazine-2-carboxylic acid methyl ester COC(=O)C1=CC=2NC(C=3N(C2S1)C=CC3C)=O